((1-NAPHTHYLOXY)METHYL)PHENYLBORONIC ACID C1(=CC=CC2=CC=CC=C12)OCC1=C(C=CC=C1)B(O)O